BrC1C(OC(C1)=O)=O 3-bromodihydrofuran-2,5-dione